9-[(3R)-1,1-dimethylsilolan-3-yl]-7-methyl-2-({7-methyl-[1,2,4]triazolo[1,5-a]pyridin-6-yl}amino)-8,9-dihydro-7H-purin-8-one C[Si]1(C[C@@H](CC1)N1C2=NC(=NC=C2N(C1=O)C)NC=1C(=CC=2N(C1)N=CN2)C)C